4-[[3-[3-(trifluoromethyl)phenyl]imidazo[1,2-b]Pyridazin-6-yl]amino]bicyclo[2.2.2]octan-1-ol FC(C=1C=C(C=CC1)C1=CN=C2N1N=C(C=C2)NC21CCC(CC2)(CC1)O)(F)F